BrC1=CC=CC(=N1)NC(=O)C1N(CC2(CC2)C1)C(=O)OCCCC butyl 6-((6-bromopyridin-2-yl)carbamoyl)-5-azaspiro[2.4]heptane-5-carboxylate